CC1=CC=C(C=CC(=O)NC(=N)N)C=C1 4-Methylcinnamoylguanidin